N-(6-amino-5-ethyl-3-pyridyl)-2-[5-methyl-2-(2-oxo-1H-quinolin-6-yl)-1-piperidyl]-2-oxo-acetamide NC1=C(C=C(C=N1)NC(C(=O)N1C(CCC(C1)C)C=1C=C2C=CC(NC2=CC1)=O)=O)CC